(R)-3-fluoro-6-(3-methylmorpholino)-4-(1-(methylsulfonyl)cyclopropyl)-N-(1-((2-(trimethylsilyl)ethoxy)methyl)-1H-pyrazol-5-yl)pyridin-2-amine FC=1C(=NC(=CC1C1(CC1)S(=O)(=O)C)N1[C@@H](COCC1)C)NC1=CC=NN1COCC[Si](C)(C)C